7-(3-(trifluoromethyl)-1H-pyrazol-4-yl)-8,9,10,11-tetrahydro-3H-[1,2,3]triazolo[4,5-a]phenanthridine FC(C1=NNC=C1C1=NC2=CC=C3C(=C2C=2CCCCC12)N=NN3)(F)F